C(C1=CC=CC=C1)OC(=O)N[C@@H](COS(=O)(=O)C1=CC=C(C=C1)C)C 4-methylbenzenesulfonic acid [(2R)-2-(benzyloxycarbonylamino) propyl] ester